BrC1=C(C2=C(N=CS2)C(=C1)C1=CC=C(C=C1)OC(F)(F)F)C#N 6-bromo-4-(4-(trifluoromethoxy)phenyl)benzo[d]thiazole-7-carbonitrile